NC=1NC(C2=C(N1)NC(=C2C=2C=C(C=CC2)C)C2=CC=C(C=C2)S(=O)(=O)N(C)C)=O 4-(2-amino-4-oxo-5-(3-tolyl)-4,7-dihydro-3H-pyrrolo[2,3-d]pyrimidin-6-yl)-N,N-dimethylbenzenesulfonamide